6-Chloro-3-hydroxy-3-(4-(trifluoromethoxy)phenyl)-1,3-dihydro-2H-pyrrolo[2,3-b]pyridin-2-one ClC1=CC=C2C(=N1)NC(C2(C2=CC=C(C=C2)OC(F)(F)F)O)=O